O=C1C[C@@H](CN1)C(=O)O (S)-5-OXO-PYRROLIDINE-3-CARBOXYLIC ACID